C(OC1=C(C=2C(=C(NC2C(=C1[2H])[2H])[2H])CCN(C)C)[2H])([2H])([2H])[2H] 2-(5-(methoxy-d3)-1H-indol-3-yl-2,4,6,7-d4)-N,N-dimethylethan-1-amine